FCCOC=1C=CC(=NC1)COC=1C=C2CN(C(C2=CC1)=O)C1=NN(C(C=C1)=O)C 5-{[5-(2-fluoroethoxy)pyridin-2-yl]methoxy}-2-(1-methyl-6-oxo-1,6-dihydro-pyridazin-3-yl)-2,3-dihydro-1H-isoindol-1-one